N-(2-aminopropyl)propane-1,2-diamine NC(CNCC(C)N)C